COC1=C(C=CC(=C1)N1CCC(CC1)N1CCN(CC1)C)NC=1N=CC=2N(C(C3=C(N(C2N1)C)SC(=N3)C(F)(F)F)=O)C 6-((2-methoxy-4-(4-(4-methylpiperazin-1-yl)piperidin-1-yl)phenyl)amino)-4,9-dimethyl-2-(trifluoromethyl)-4,9-dihydro-10H-pyrimido[5,4-b]thiazolo[5,4-e][1,4]diazepin-10-one